C(C)OC1=NC=CC=C1C1=CC(=C2C(=N1)C(=NN2C(C)C)C)NCC=2OC(=CN2)C 5-(2-ethoxy-3-pyridinyl)-1-isopropyl-3-methyl-N-[(5-methyloxazol-2-yl)methyl]pyrazolo[4,3-b]pyridin-7-amine